BrC=1C2(C3=CC4=C(OCO4)C=C3C1)CCC(CC2)(C(=O)O)NC2=CC(=CC=C2)Cl 6'-bromo-4-(3-chloroanilino)-2'H-spiro[cyclohexane-1,5'-indeno[5,6-d][1,3]dioxole]-4-carboxylic acid